tert-Butyl N-[5-[4-[2-(isopropylamino)ethoxy]phenyl]-1-tetrahydropyran-2-yl-1,2,4-triazol-3-yl]-N-(1-tetrahydropyran-2-ylindazol-5-yl)carbamate C(C)(C)NCCOC1=CC=C(C=C1)C1=NC(=NN1C1OCCCC1)N(C(OC(C)(C)C)=O)C=1C=C2C=NN(C2=CC1)C1OCCCC1